COC1=C(CN([C@@H]2CN(CCC2)C=2C=NC(=CC2)[N+](=O)[O-])CC2=CN3C4=C(C(=C(C=C4C2=O)F)F)OCC3)C=CC(=C1)OC (S)-6-(((2,4-dimethoxybenzyl)(1-(6-nitropyridin-3-yl)piperidin-3-yl)amino)methyl)-9,10-difluoro-2,3-dihydro-7H-[1,4]oxazino[2,3,4-ij]quinolin-7-one